C(C1=CC=CC=C1)C1OC(C(C(O1)O)CCCC)CCCCC 2-benzyl-5-butyl-6-pentyl-1,3-dioxan-4-ol